3-bromo-6-(2-fluorophenyl)-5-methyl-pyridin-2-amine BrC=1C(=NC(=C(C1)C)C1=C(C=CC=C1)F)N